N-carbobenzoxy-beta-propionamidyl-histidine methyl ester COC([C@@H](NC(=O)OCC1=CC=CC=C1)C(C1=CNC=N1)NC(CC)=O)=O